C1(CC1)C1=CC=2C(N=C1)=NN(C2)C=2C=C(C=CC2F)NC(=O)N2C[C@@H](CC2)F (3R)-N-(3-{5-cyclopropyl-2H-pyrazolo[3,4-b]pyridin-2-yl}-4-fluorophenyl)-3-fluoropyrrolidine-1-carboxamide